CN([C@@](COC1=NOC(=C1C1=CC=2N(C=C1)N=C(C2)NC(=O)C2CC2)C)(C)C2=CC=CC=C2)C N-[5-[3-[(2S)-2-(dimethylamino)-2-phenyl-propoxy]-5-methyl-isoxazol-4-yl]pyrazolo[1,5-a]pyridin-2-yl]cyclopropanecarboxamide